N-(1-(4-fluorophenyl)-6-(pyrimidin-5-yl)-1H-pyrazolo[3,4-d]pyrimidin-4-yl)-5-nitrothiophene-2-carboxamide FC1=CC=C(C=C1)N1N=CC=2C1=NC(=NC2NC(=O)C=2SC(=CC2)[N+](=O)[O-])C=2C=NC=NC2